CN[C@@H]1CN(CCC1)C1=C2C(=NC=C1)NC=C2C2=NC=CC=C2 (3S)-N-methyl-1-[3-(2-pyridyl)-1H-pyrrolo[2,3-b]pyridin-4-yl]piperidin-3-amine